[Co+3].N1(N=CC=C1)C1=NC=CC=C1.N1(N=CC=C1)C1=NC=CC=C1.N1(N=CC=C1)C1=NC=CC=C1 tris(2-(1H-pyrazol-1-yl)pyridine) cobalt(iii)